O=C1N(C(C=C1)=O)CCNC(=O)C1=CC=C2C(OC3(C4=C(C=C(C=C4)N4CCCCC4)[Si]4(CCCCC4)C4=C3C=CC(=C4)N4CCCCC4)C2=C1)=O N-(2-(2,5-dioxo-2,5-dihydro-1H-pyrrol-1-yl)ethyl)-3-oxo-3',7'-di(piperidin-1-yl)-3H-dispiro[isobenzofuran-1,10'-dibenzo[b,e]siline-5',1''-silinane]-6-carboxamide